3-fluoro-N-[2-fluoroethyl]-1,6-phenylenediamine FC=1C=C(C(=CC1)N)NCCF